NC1=C(C=NC=C1C(=O)NCC)Br 4-amino-5-bromo-N-ethylnicotinamide